FC=1C(=C(C(=O)NOCCO)C=C(C1F)CN1OC=CCC1=O)NC1=C(C=C(C=C1)I)F 3,4-difluoro-2-[(2-fluoro-4-iodophenyl)amino]-N-(2-hydroxyethoxy)-5-[(3-oxo-[1,2]oxazin-2-yl)methyl]benzamide